2-(2-methoxyethyl)-5-methylpyridazin-3(2H)-one COCCN1N=CC(=CC1=O)C